C(C)(C)(C)C1=NCC(=CC1)C1=NNC2=C(C(=CC=C12)F)F tert-butyl-5-(6,7-difluoro-1H-indazol-3-yl)-3,6-dihydropyridine